6-(3,4-dichloro-phenyl)-pyrimidine-4-carboxylic acid (3-methyl-isoxazol-5-yl)-amide CC1=NOC(=C1)NC(=O)C1=NC=NC(=C1)C1=CC(=C(C=C1)Cl)Cl